(6S)-N-cyano-6-(dimethylamino)-N'-((8-fluoro-1,2,3,5,6,7-hexahydro-s-indacen-4-yl)carbamoyl)-6,7-dihydro-5H-pyrazolo[5,1-b][1,3]oxazine-3-sulfonimidamide C(#N)NS(=O)(=NC(NC1=C2CCCC2=C(C=2CCCC12)F)=O)C=1C=NN2C1OC[C@H](C2)N(C)C